C1(CC1)C1=CN=C(N=N1)N[C@@H]1C[C@H](CC1)NC1=CC=C(C=N1)C=1C(=C(C#N)C=CC1F)OC 3-(6-(((1S,3S)-3-((6-Cyclopropyl-1,2,4-triazin-3-yl)amino)cyclopentyl)amino)pyridin-3-yl)-4-fluoro-2-methoxybenzonitrile